C(C)N1C2=NC(=NC(=C2N=C1C1=CC=NC=C1)N1CCOCC1)N1N=C(C2=CC=CC=C12)CO (1-(9-ethyl-6-morpholino-8-(pyridin-4-yl)-9H-purin-2-yl)-1H-indazol-3-yl)methanol